CC1CCN2C(O1)=CCN2C(C2=CC=CC=C2)(C2=CC=CC=C2)C2=CC=CC=C2 5-methyl-N-trityl-6,7-dihydro-5H-pyrazolo[5,1-b][1,3]oxazine